C[C@H]1N([C@H](CNC1)C)C(=O)N1CC2(N(C=3C(=NN=C(C3)C3=C(C(=CC=C3)F)O)NC2)CC1)CC ((2R,6S)-2,6-dimethyl-piperazin-1-yl)(6a-ethyl-2-(3-fluoro-2-hydroxy-phenyl)-5,6,6a,7,9,10-hexahydro-8H-pyrazino-[1',2':4,5]pyrazino[2,3-c]pyridazin-8-yl)meth-anone